C(C)OC(=O)C1=C(N=C2N1C=C(C=C2C=2C=1N(C(=NC2)NCC2=C(C=CC3=C2CCO3)F)C=NN1)F)C.C1(=CC=CC=C1)C1COC3=CC=CC=C3C1 3-phenyl-chromane ethyl-6-fluoro-8-(5-(((5-fluoro-2,3-dihydrobenzofuran-4-yl)methyl)amino)-[1,2,4]triazolo[4,3-c]pyrimidin-8-yl)-2-methylimidazo[1,2-a]pyridine-3-carboxylate